C(=O)O.FC1=C(C=C(C=C1)C1=NC=CC=C1C=1C=CC=2N(C1)C(=NC2)C(=O)OC[C@H](CC2=CNC1=CC=CC=C21)N)C (S)-2-Amino-3-(1H-indol-3-yl)propyl 6-(2-(4-fluoro-3-methylphenyl)pyridin-3-yl)imidazo[1,5-a]pyridine-3-carboxylate formic acid salt